NC1C(C1)NC(SCC1=CC=C(C=C1)C(NCCN)=O)=O S-(4-((2-aminoethyl) carbamoyl) benzyl) 2-aminocyclopropane-1-thiocarbamate